C1(CCCCC1)C[C@@H](C(N[C@@H](C[C@H]1C(NCC1)=O)C#C)=O)NC(=O)C=1NC2=CC=CC=C2C1 N-((S)-3-cyclohexyl-1-oxo-1-(((S)-1-((S)-2-oxopyrrolidin-3-yl)but-3-yn-2-yl)amino)propan-2-yl)-1H-indole-2-carboxamide